Benzyl-bis(2-hydroxypropyl)octadecyl-ammonium chloride [Cl-].C(C1=CC=CC=C1)[N+](CCCCCCCCCCCCCCCCCC)(CC(C)O)CC(C)O